N(=NC(=O)N1CCCCC1)C(=O)N1CCCCC1 1-(azodicarbonyl)-dipiperidine